3-(3-(but-3-yn-1-yl)-3H-diazin-3-yl)propionic acid C(CC#C)C1(NN=CC=C1)CCC(=O)O